FC1=CC=CC2=C1N=C(S2)[C@H]2N(CCC1=C2N=CN1)C(=O)C1=C(N=C(O1)C(C)(C)O)CF (S)-(4-(4-fluorobenzo[d]thiazol-2-yl)-6,7-dihydro-1H-imidazo[4,5-c]pyridin-5(4H)-yl)(4-(fluoromethyl)-2-(2-hydroxypropan-2-yl)oxazol-5-yl)methanone